2-chloro-5-methyl-N-phenylpyrimidin-4-amine ClC1=NC=C(C(=N1)NC1=CC=CC=C1)C